FC1=C(C=CC(=C1)C(F)(F)F)C=C1CC2(CN(C2)C(=O)OC(C)(C)C)C1 tert-butyl 6-[[2-fluoro-4-(trifluoromethyl) phenyl] methylene]-2-azaspiro[3.3]heptane-2-carboxylate